C(C1=CC=CC=C1)OC(=O)C(CP(=O)(C(CC(=O)O)C)O)CC1=CC=C(C=C1)C1=CC=CC=C1 3-[(2-benzyloxycarbonyl-3-biphenyl-4-yl-propyl)-hydroxy-phosphinoyl]butyric acid